C1(CCCC1)N1N=C(C2=CC=C(C=C12)COC1=CC=C(C=C1)[C@H](CC(=O)O)C)C1=CC(=C(C=C1)O)[N+](=O)[O-] (S)-3-(4-((1-cyclopentyl-3-(4-hydroxy-3-nitrophenyl)-1H-indazol-6-yl)methoxy)phenyl)butanoic acid